(2-tert-butyl-cyclohexyl) acetate C(C)(=O)OC1C(CCCC1)C(C)(C)C